C(C(C)C)C(C(C)C)O isobutyl-(2-methyl-1-propanol)